(6aR,9R)-N-((R)-sec-butyl)-7-(3-methoxybenzyl)-4,6,6a,7,8,9-hexahydroindolo[4,3-fg]quinoline-9-carboxamide [C@@H](C)(CC)NC(=O)[C@H]1CN([C@@H]2CC=3C4=C(C2=C1)C=CC=C4NC3)CC3=CC(=CC=C3)OC